CNCC1=CC=C(C=C1)C=1OC2=C(N1)C=CC=C2C(=O)N 2-(4-((methylamino)methyl)phenyl)benzo[d]oxazole-7-carboxamide